2-(1-(4-methoxyphenyl)-3-methylbicyclo[1.1.1]pentan-2-yl)-4,4,5,5-tetramethyl-1,3,2-dioxaborolane COC1=CC=C(C=C1)C12C(C(C1)(C2)C)B2OC(C(O2)(C)C)(C)C